(6-hydroxy-2-azaspiro[3.3]heptan-2-yl)(pyrazolo[5,1-b]thiazol-7-yl)methanone OC1CC2(CN(C2)C(=O)C=2C=NN3C2SC=C3)C1